CC1(C(=C(C1)C1=C(C=CC=C1)NC(C)=O)C1=CC=C(C=C1)Br)C N-(2-(3,3-dimethyl-2-(4-bromophenyl)cyclobut-1-enyl)phenyl)acetamide